propanedisulfonic acid, disodium salt [Na+].[Na+].C(CCS(=O)(=O)[O-])S(=O)(=O)[O-]